C(C)(=O)OCCC1CN(CC1)C1=C(C=C(C=C1F)C1=NC=C(C(=N1)OCC(C)C)F)F 1-[2,6-difluoro-4-(5-fluoro-4-isobutoxy-pyrimidin-2-yl)-phenyl]-pyrrolidin-3-yl-Ethyl acetate